N-(pyridin-2-ylmethyl)-N-((5-(5-(trifluoromethyl)-1,3,4-oxadiazol-2-yl)pyridin-2-yl)methyl)methanesulfonamide N1=C(C=CC=C1)CN(S(=O)(=O)C)CC1=NC=C(C=C1)C=1OC(=NN1)C(F)(F)F